8-(1-((2-(1H-tetrazol-5-yl)phenyl)amino)ethyl)-2-(isoindolin-2-yl)-3,6-dimethylquinazolin-4(3H)-one N1N=NN=C1C1=C(C=CC=C1)NC(C)C=1C=C(C=C2C(N(C(=NC12)N1CC2=CC=CC=C2C1)C)=O)C